FC=1C=C(C=CC1OC1=CC=NC2=CC(=C(N=C12)OC)OCCOC)NC(=O)C=1C=NC(=C(C1O)C=1OC=CC1)C N-[3-fluoro-4-[[6-methoxy-7-(2-methoxy-ethoxy)-1,5-naphthyridin-4-yl]oxy]phenyl]-5-(furan-2-yl)-4-hydroxy-6-methylpyridine-3-carboxamide